C(C)(C)(C)OC(=O)N1C[C@H](N(CC1)CC1=C2C=CN(C2=C(C=C1OC)C)C(=O)OC(C)(C)C)C1=CC=C(C=C1)C(=O)OC |r| (±)-tert-butyl 4-((4-(tert-butoxycarbonyl)-2-(4-(methoxycarbonyl)phenyl)piperazin-1-yl)methyl)-5-methoxy-7-methyl-1H-indole-1-carboxylate